C1(=CC=CC=C1)C=1NC(=C(N1)C1=C(C=C(C=C1)Cl)Cl)C 2-Phenyl-4-(2,4-dichlorophenyl)-5-methylimidazole